CC(C(C(=O)N)N(C(=O)N1CCC2(CN(CO2)C(C=C)=O)CC1)C)C 3-methyl-2-{methyl[3-(prop-2-enoyl)-1-oxa-3,8-diazaspiro[4.5]decane-8-carbonyl]amino}butanamide